C(CCCCCCCCCCCCCCC)(=O)N[C@@H](CC(=O)O)C(=O)O.N(CCO)(CCO)CCO triethanolamine N-palmitoyl-L-aspartate